C(C)N(CC)CC1=CC=2N(C(=C1)C=1C=C3CN(C(C3=CC1)=O)C1C(NC(CC1)=O)=O)C=NC2 3-(5-(7-((diethylamino)methyl)imidazo[1,5-a]pyridin-5-yl)-1-oxoisoindolin-2-yl)piperidine-2,6-dione